4-(4-glycidoxyphenoxy)-(N,N-diglycidyl)aniline Bismuth Germinate [Ge]1(=CC=CC=C1)C(=O)[O-].[Bi+3].C(C1CO1)OC1=CC=C(OC2=CC=C(N(CC3CO3)CC3CO3)C=C2)C=C1.[Ge]1(=CC=CC=C1)C(=O)[O-].[Ge]1(=CC=CC=C1)C(=O)[O-]